(S)-2-amino-4,4-difluorobutanoic acid methyl ester COC([C@H](CC(F)F)N)=O